3-benzyl-1-(trans-4-((4-(4-chloro-1H-pyrazol-3-yl)-5-cyanopyrimidin-2-yl)amino)cyclohexyl)-1-(5-(2-methoxypyrimidin-5-yl)pyrazin-2-yl)urea C(C1=CC=CC=C1)NC(N(C1=NC=C(N=C1)C=1C=NC(=NC1)OC)[C@@H]1CC[C@H](CC1)NC1=NC=C(C(=N1)C1=NNC=C1Cl)C#N)=O